ClC1=C(C=CC=2C3=C(NC12)CCN(C3C)C(=O)C3=NC=CC(=N3)OCCO)Cl (6,7-dichloro-1-methyl-1,3,4,5-tetrahydro-2H-pyrido[4,3-b]indol-2-yl)(4-(2-hydroxyethoxy)pyrimidin-2-yl)methanone